C(C)(C)(C)OC(=O)N1C(C=CCC1)C1=NC=C(C=N1)C(C)=O (5-Acetylpyrimidin-2-yl)-5,6-dihydropyridine-1(2H)-carboxylic acid tert-butyl ester